C1(CC1)OC1=C(C=NS(=O)C(C)(C)C)C=CC=C1 N-(2-cyclopropoxybenzylidene)-2-methylpropane-2-sulfinamide